CN1C(=NC2=C(C=C(C=C2C1=O)C)[C@@H](C)N[S@](=O)C(C)(C)C)SC (R)-N-((R)-1-(3,6-dimethyl-2-(methylthio)-4-oxo-3,4-dihydroquinazolin-8-yl)ethyl)-2-methylpropane-2-sulfinamide